CO\N=C(\C(=O)OC)/C1=C(C(=CC=C1)C)CO/N=C(\C)/C1=NC=CC(=C1)C(F)(F)F methyl (2E)-2-methoxyimino-2-[3-methyl-2-[[(E)-1-[4-(trifluoromethyl)-2-pyridyl]ethylideneamino]oxymethyl]phenyl]acetate